methyl-10-phenyl-1'-(3-(phenylsulfonyl)phenyl)-10H-spiro[acridine-9,9'-fluorene] CC1=C(C=2C3(C4=CC=CC=C4C2C=C1)C1=CC=CC=C1N(C=1C=CC=CC13)C1=CC=CC=C1)C1=CC(=CC=C1)S(=O)(=O)C1=CC=CC=C1